4-{bis[(4-methoxyphenyl)methyl]amino}-1-({5-[(pyrrolidin-1-yl)methyl]thiophen-2-yl}methyl)-1,3-dihydro-2H-imidazo[4,5-c]quinoline-2-thione COC1=CC=C(C=C1)CN(C1=NC=2C=CC=CC2C2=C1NC(N2CC=2SC(=CC2)CN2CCCC2)=S)CC2=CC=C(C=C2)OC